5-((4-(1-((1-(2-(2,6-dioxopiperidin-3-yl)-1,3-dioxoisoindolin-5-yl)pyrrolidin-3-yl)methyl)piperidin-4-yl)phenyl)amino)-3-(piperidin-1-yl)-1,2,4-triazine-6-carboxamide O=C1NC(CCC1N1C(C2=CC=C(C=C2C1=O)N1CC(CC1)CN1CCC(CC1)C1=CC=C(C=C1)NC=1N=C(N=NC1C(=O)N)N1CCCCC1)=O)=O